NC=1SC(=CN1)C(=O)NC1=C(C=C(C(=C1)C(NC1=NC=C(C=C1)CCOC)=O)F)C 2-Amino-N-[4-fluoro-5-[[5-(2-methoxyethyl)pyridin-2-yl]carbamoyl]-2-methylphenyl]-1,3-thiazole-5-carboxamide